C(C)(C)(C)OC(=O)N([C@@H](CC1C(N([C@H](C1)C(F)(F)F)C(=O)OC(C)(C)C)=O)C(=O)OC(C)(C)C)C(=O)OC(C)(C)C tert-butyl (5R)-3-[(2S)-2-[bis(tert-butoxycarbonyl)amino]-3-(tert-butoxy)-3-oxopropyl]-2-oxo-5-(trifluoromethyl)pyrrolidine-1-carboxylate